CC(C(=O)OC=1C(=NC=CC1OC)C(=O)N[C@@H](C)C(=O)O[C@@H](C)[C@@H](C)C1=C(C=C(C=C1)F)C)C (2S,3S)-3-(4-fluoro-2-methylphenyl)butan-2-yl N-({3-[(2-methylpropanoyl)oxy]-4-methoxypyridin-2-yl}carbonyl)-L-alaninate